F[C@H]1CN(CC[C@H]1NC1=C2C=C(N(C2=CC=C1)CC(F)(F)F)C1=NOC(=N1)CNC(=O)C1=CN=C(S1)N1CCCC1)C N-{[3-(4-{[(3S,4R)-3-fluoro-1-methylpiperidin-4-yl]amino}-1-(2,2,2-trifluoroethyl)-1H-indol-2-yl)-1,2,4-oxadiazol-5-yl]methyl}-2-(pyrrolidin-1-yl)-1,3-thiazole-5-carboxamide